C1(=CC=CC2=CC=CC=C12)C1=CC2=CC3=CC=C(C=C3C=C2C=C1)C1=CC=CC2=CC=CC=C12 2,6-dinaphthylanthracene